5-(pyridin-3-yl)-1,3,4-thiadiazol N1=CC(=CC=C1)C1=NN=CS1